2-(1,3,3a,4,6,6a-hexahydrofuro[3,4-c]pyrrol-5-yl)-5,7-dihydrofuro[3,4-b]pyridine-3-carboxylic acid C1OCC2C1CN(C2)C2=C(C=C1C(=N2)COC1)C(=O)O